[Re](=S)(=S)=S.[Mo] molybdenum rhenium trisulfide